FC1=C(C=CC=C1F)C(C(C(=O)OCC)Br)Br Ethyl 3-(2,3-difluorophenyl)-2,3-dibromopropionate